2,3,6,7-Tetrahydro-8-hydroxy-1H,5H-benzo[ij]quinolizine OC1=CC=C2CCCN3CCCC1=C23